ClC=1C(=NC(=C(C(=O)NC=2C(=NC(=CC2)OC)C)C1)NC1=C(C=C(C=C1)F)C)C#N 5-chloro-6-cyano-2-((4-fluoro-2-methylphenyl)-amino)-N-(6-methoxy-2-methylpyridin-3-yl)nicotinamide